4-[2-fluoro-3-(propane-1-sulfonamido)phenyl]-3-(morpholin-4-yl)pyrazol FC1=C(C=CC=C1NS(=O)(=O)CCC)C=1C(=NNC1)N1CCOCC1